C(C)(C)(C)NS(=O)(=O)C=1C=C(C(=O)O)C=C(C1OC1=CC=CC=C1)N 3-(N-(tert-butyl)sulfamoyl)-5-amino-4-phenoxybenzoic acid